4,6-DICHLORO-2-CYCLOPROPYL-5-METHYLPYRIMIDINE ClC1=NC(=NC(=C1C)Cl)C1CC1